BrN1C(C(=C(C2=NC=CC=C12)O)C#N)=O bromo-4-hydroxy-2-oxo-1,2-dihydro-1,5-naphthyridine-3-carbonitrile